C1(CCCCCC1)[C@H]1[C@H](C2=CC=C(C=C2CC1)O)C1=CC=C(C=C1)N1CCC(CC1)CN1CCN(CC1)C=1C=C2CN(C(C2=CC1)=O)[C@@H]1C(NC(CC1)=O)=O (3S)-3-[5-[4-[[1-[4-[(1S,2S)-2-cycloheptyl-6-hydroxy-tetralin-1-yl]phenyl]-4-piperidyl]methyl]piperazin-1-yl]-1-oxo-isoindolin-2-yl]piperidine-2,6-dione